COC(=O)C1=C(NC(=C(C1C1=CSC2=NC=CC=C21)C(=O)OC)C2CCCCC2)C2CCCCC2 2,6-dicyclohexyl-4-(thieno[2,3-b]pyridin-3-yl)-1,4-dihydropyridine-3,5-dicarboxylic acid dimethyl ester